N4-(4-(1H-indol-1-yl)-5-(trifluoromethyl)pyrimidin-2-yl)-N1-(2-(dimethylamino)ethyl)-5-methoxy-N1-methylbenzene-1,2,4-triamine N1(C=CC2=CC=CC=C12)C1=NC(=NC=C1C(F)(F)F)NC=1C=C(C(=CC1OC)N(C)CCN(C)C)N